3-((3-Chloro-4-(trifluoromethoxy)benzyl)amino)-N-(3-((8-cyanobenzo[c][2,6]naphthyridin-5-yl)amino)propyl)propanamide ClC=1C=C(CNCCC(=O)NCCCNC2=NC3=C(C4=CN=CC=C24)C=CC(=C3)C#N)C=CC1OC(F)(F)F